FC1(CC(CC1)N1C=NC(=C1C=1C=CC=2N(N1)C(=CN2)C(=O)N)C2=CC=C(C=C2)F)F 6-(1-(3,3-difluorocyclopentyl)-4-(4-fluoro-phenyl)-1H-imidazol-5-yl)imidazo[1,2-b]pyridazine-3-carboxamide